C(CC)C1=CN=CC=2N=C(N=C(C21)N)C2=CNC1=NC=CC=C12 n-propyl-2-{1H-pyrrolo[2,3-b]Pyridin-3-yl}pyrido[3,4-d]Pyrimidin-4-amine